4-((1-(1-phenyl-5,8,11-trioxa-2-azatridecan-13-yl)-1H-1,2,3-triazol-4-yl)methyl)thiomorpholine 1,1-dioxide C1(=CC=CC=C1)CNCCOCCOCCOCCN1N=NC(=C1)CN1CCS(CC1)(=O)=O